C(C=CC=C)(=O)O 2,4-pentadienoic acid